C(C)(C)(C)C=1C(=C(C=C(C1)C(C)(C)C)CCC(=O)OCC(COC(CCC1=C(C(=CC(=C1)C(C)(C)C)C(C)(C)C)O)=O)(COC(CCC1=C(C(=CC(=C1)C(C)(C)C)C(C)(C)C)O)=O)COC(CCC1=C(C(=CC(=C1)C(C)(C)C)C(C)(C)C)O)=O)O pentaerythritol tetrakis[beta-(3,5-di-tert-butyl-hydroxyphenyl) propionate]